ClC1=CC=C2C(=NC=3N(C2=C1)C=NN3)N(C=3C=C(C=CC3)CC(C#C)(O)C3CCC3)C [3-[(8-chloro-[1,2,4]triazolo[4,3-a]quinazolin-5-yl)-methyl-amino]phenyl]-2-cyclobutyl-but-3-yn-2-ol